[Na+].NC1=CC=C(C(=O)[O-])C=C1 para-amino-benzoic acid sodium salt